O1CCC(CC1)C(O)C1=CC=2C(=NC(=CC2)C=2C=C3C(=NC2)NN=N3)S1 tetrahydro-2H-pyran-4-yl(6-(3H-[1,2,3]triazolo[4,5-b]pyridin-6-yl)thieno[2,3-b]pyridin-2-yl)methanol